ethyl 5-amino-7-bromo-2,6-dimethyl-indazole-4-carboxylate NC1=C(C2=CN(N=C2C(=C1C)Br)C)C(=O)OCC